ClC1=NC=C(C(=C1)N[C@H](CCOC1=C(C=NN1CC(F)(F)F)C1=NC=CC(=N1)N)C)C1=NN(C=C1)C(F)F (S)-2-(5-(3-((2-chloro-5-(1-(difluoromethyl)-1H-pyrazol-3-yl)pyridin-4-yl)amino)butoxy)-1-(2,2,2-trifluoroethyl)-1H-pyrazol-4-yl)pyrimidin-4-amine